Cl.NCC1=CN=CS1 5-(aminomethyl)thiazole hydrochloride